4-(6-chloro-8-(3,3-difluorocyclobutoxy)-7-(5-methyl-1H-indazol-4-yl)-2-(((S)-1-methylpyrrolidin-2-yl)methoxy)quinazolin-4-yl)piperazine-1-carboxylic acid tert-butyl ester C(C)(C)(C)OC(=O)N1CCN(CC1)C1=NC(=NC2=C(C(=C(C=C12)Cl)C1=C2C=NNC2=CC=C1C)OC1CC(C1)(F)F)OC[C@H]1N(CCC1)C